FC(S(=O)(=O)[O-])(F)F.C(C)(C)(C)OC(=O)N1CC2(CN(C2)S(=O)(=O)N2C=[N+](C=C2)C)C1 1-((6-(tert-butoxycarbonyl)-2,6-diazaspiro[3.3]hept-2-yl)sulfonyl)-3-methyl-1H-imidazol-3-ium trifluoromethanesulfonate